4-[3-[1-(2,6-Dioxo-3-piperidyl)-3-methyl-2-oxo-benzimidazol-5-yl]prop-2-ynyl]piperidine-4-carboxylic acid O=C1NC(CCC1N1C(N(C2=C1C=CC(=C2)C#CCC2(CCNCC2)C(=O)O)C)=O)=O